C(#N)C1(C(=O)O)C(C(=O)O)C=C(C=C1)C#N 1,4-dicyanophthalic acid